C[C@H]1[C@@H]([C@H]([C@H]([C@@H](O1)O[C@@H]2[C@H]([C@H](CO[C@H]2OC3=C(OC4=CC(=CC(=C4C3=O)O)O[C@H]5[C@@H]([C@H]([C@@H]([C@H](O5)CO)O)O)O)C6=CC(=C(C=C6)O)O)O)O)O)O)O The molecule is a quercetin O-glucoside in which a alpha-L-rhamnopyranosyl-(1->2)-alpha-L-arabinopyranosyl and a beta-D-glucopyranosyl residue is attached respectively via a glycosidic linkage at positions 3 and 7 of quercetin. It is isolated from the aerial parts of Putoria calabrica and exhibits radical scavenging activity. It has a role as a metabolite and a radical scavenger. It is a beta-D-glucoside and a quercetin O-glucoside.